Dimethyl-aminosilane C[SiH](N)C